Cl.N[C@H](C(=O)OCC1=CC(=C(C=C1)C1=NN2C(N=CC=C2)=C1C(N[C@@H]1C(NC2=C(C(=N1)C1=CC=CC=C1)C=CC=C2F)=O)=O)F)C [3-Fluoro-4-(3-{[(3S)-9-fluoro-2-oxo-5-phenyl-1,3-dihydro-1,4-benzodiazepin-3-yl]carbamoyl}pyrazolo[1,5-a]pyrimidin-2-yl)phenyl]methyl (2S)-2-aminopropanoate hydrochloride